FC(OC1=C(C=CC=C1)N=C=S)F 2-(difluoromethoxy)phenyl isothiocyanate